4-(2-methyl-4-nitrophenoxy)piperidine CC1=C(OC2CCNCC2)C=CC(=C1)[N+](=O)[O-]